NC=1C(=NC(=C(N1)C=1OC=CN1)C1=CN(C(C=C1)=O)C)C(=O)NCC1=NC(=CC=C1)N1CCC1 3-amino-N-((6-(azetidin-1-yl)pyridin-2-yl)methyl)-6-(1-methyl-6-oxo-1,6-di-hydropyridin-3-yl)-5-(oxazol-2-yl)pyrazine-2-carboxamide